C1(CCC1)[C@](C(F)(F)F)(O)C1=CC=2C(=NC(=CC2C2=CC=NN2C)C2=CC=3C(N=C2)=NN(C3)C)S1 (1R)-1-cyclobutyl-2,2,2-trifluoro-1-(6-(2-methyl-2H-pyrazolo[3,4-b]pyridin-5-yl)-4-(1-methyl-1H-pyrazol-5-yl)thieno[2,3-b]pyridin-2-yl)ethanol